2-((3R)-3-amino-4,4-difluoro-1-piperidinyl)-1-((5-chloro-2-pyridinyl)methyl)-1H-benzoimidazole-6-carbonitrile N[C@@H]1CN(CCC1(F)F)C1=NC2=C(N1CC1=NC=C(C=C1)Cl)C=C(C=C2)C#N